F[C@@H]1CNCC[C@@H]1NC1=C2C=C(N(C2=CC=C1)CC(F)(F)F)C1=NOC(=N1)CNC(=O)C1=CN(C=C1)C1(CC1)COC N-{[3-(4-{[(3R,4S)-3-fluoropiperidin-4-yl]amino}-1-(2,2,2-trifluoroethyl)-1H-indol-2-yl)-1,2,4-oxadiazol-5-yl]methyl}-1-[1-(methoxymethyl)cyclopropyl]-1H-pyrrole-3-carboxamide